C(C)(C)NC1=CC(=NN1)C1=C(C2=CC=CC=C2C=C1)O 2-(5-(isopropylamino)-1H-pyrazol-3-yl)naphthalen-1-ol